BrC1=CC2=C(C3=CC=CC=C3C(=C2C=C1)OC(CC)=O)OC(CC)=O 2-bromo-9,10-bis(propionyloxy)anthracene